C(#C)C1=CC=C(C=C1)N=S1(OC2=C(O1)C=CC=C2)=O 2-((4-Ethynylphenyl)imino)-2λ4-benzo[d][1,3,2]dioxathiole 2-oxide